tert-butyl (S)-4-(3-((1-(4-((1-(tert-butoxycarbonyl)pyrrolidin-3-yl)oxy)-3-(1H-pyrazol-4-yl)benzoyl)piperidin-4-yl)oxy)-5-fluorophenyl)piperazine-1-carboxylate C(C)(C)(C)OC(=O)N1C[C@H](CC1)OC1=C(C=C(C(=O)N2CCC(CC2)OC=2C=C(C=C(C2)F)N2CCN(CC2)C(=O)OC(C)(C)C)C=C1)C=1C=NNC1